BrCC(=O)C1=C(C=C(C=C1)F)Br 2-Bromo-1-(2-bromo-4-fluoro-phenyl)-ethanone